1-(cyclopropylmethyl)-6-(4-nitro-1-tetrahydropyran-2-yl-pyrazol-3-yl)pyrazolo[4,3-c]pyridine C1(CC1)CN1N=CC=2C=NC(=CC21)C2=NN(C=C2[N+](=O)[O-])C2OCCCC2